(Z)-N-(phthalimido)butyl-3-phenylacrylamide C1(C=2C(C(N1CCCCNC(\C=C/C1=CC=CC=C1)=O)=O)=CC=CC2)=O